ClC1(N=C(NN2C1=C(C(=C2)C2=NN(C=C2)C(C)C)C2=CC=CC=C2)C2=NC=CC=C2)N 4-chloro-6-(1-isopropyl-1H-pyrazol-3-yl)-5-phenyl-2-(pyridin-2-yl)pyrrolo[2,1-f][1,2,4]triazin-4-amine